3-(((2r,3r,4r,5S)-3,4,5-tris(benzyloxy)-2-methylpiperidin-1-yl)methyl)piperidine-1-carboxylic acid-(S)-tert-butyl ester C(C)(C)(C)OC(=O)N1CC(CCC1)CN1[C@@H]([C@H]([C@@H]([C@H](C1)OCC1=CC=CC=C1)OCC1=CC=CC=C1)OCC1=CC=CC=C1)C